ClC=1C=C2N=CC(=NC2=CC1)C1=CC=C(C=C1)C1=CC=C(C=C1)NC(C1=CC=C(C=C1)F)=O N-(4'-(6-chloroquinoxalin-2-yl)-[1,1'-biphenyl]-4-yl)-4-fluorobenzamide